3-chloro-4-((3-methylpyridin-2-yl)oxy)benzaldehyde ClC=1C=C(C=O)C=CC1OC1=NC=CC=C1C